FC1=C(C=CC(=C1)F)C=1C(=NC=CC1)C(=O)N 3-(2,4-difluorophenyl)pyridinecarboxamide